COC(=O)C=1N=C(NC1)CCC(O)C=1N=C2N(C=C(C=C2)C2CC2)C1.O=C1[C@H]2CN([C@@H](C1)C2)C2=NC=1N(C=C2)N=CC1 5-((1R,4R)-2-oxo-5-azabicyclo[2.2.1]heptane-5-yl)Pyrazolo[1,5-a]pyrimidine Methyl-2-(3-(6-cyclopropylimidazo[1,2-a]pyridin-2-yl)-3-hydroxypropyl)-1H-imidazole-4-carboxylate